N-(2-Chloro-3-(3-chloro-2-(4-formyl-3-methoxyphenyl)pyridin-4-yl)phenyl)-5-(2-hydroxyethyl)-1-methyl-4,5,6,7-tetrahydro-1H-imidazo[4,5-c]pyridine-2-carboxamide ClC1=C(C=CC=C1C1=C(C(=NC=C1)C1=CC(=C(C=C1)C=O)OC)Cl)NC(=O)C=1N(C2=C(CN(CC2)CCO)N1)C